N2,N6-Di(tert-butoxycarbonyl)pyridine-2,6-diamine C(C)(C)(C)OC(=O)NC1=NC(=CC=C1)NC(=O)OC(C)(C)C